C(C)(C)(C)OC(=O)N1C[C@@H]2NS(C=3C(OC[C@@H]2C1)=C(N(C3)C)C(NC3=CC(=C(C=C3)F)C)=O)(=O)=O (3ar,10ar)-8-((4-fluoro-3-methylphenyl)carbamoyl)-7-methyl-3a,4,10,10a-tetrahydro-1h,7h-dipyrrolo[3,4-b:3',4'-f][1,4,5]oxathiazocine-2(3H)-carboxylic acid tert-butyl ester 5,5-dioxide